ClC=1C=C(C=CC1F)CN1CC2(CC1=O)CCN(CC2)C2=CN=C1C(=N2)N(N=C1)CC(F)F 2-[(3-chloro-4-fluorophenyl)methyl]-8-[1-(2,2-difluoroethyl)-1H-pyrazolo[3,4-b]pyrazin-6-yl]-2,8-diazaspiro[4.5]decan-3-one